C(C)C1=CC(=C2C(N(C=NN21)CC(=O)N2CC(C2)(C)F)=O)C2=CC(=C(C=C2)F)C 7-ethyl-3-[2-(3-fluoro-3-methyl-azetidin-1-yl)-2-oxo-ethyl]-5-(4-fluoro-3-methyl-phenyl)pyrrolo[2,1-f][1,2,4]triazin-4-one